Ethylzinc methoxide C[O-].C(C)[Zn+]